1-(2-(2-azidoethoxy)ethyl)-5-(di-tert-butylsilyl)-3-nitro-1H-pyrazole N(=[N+]=[N-])CCOCCN1N=C(C=C1[SiH](C(C)(C)C)C(C)(C)C)[N+](=O)[O-]